C(#N)C1CC2N(C(C1)C2)C(=O)OC(C)(C)C trans-tert-butyl 3-cyano-6-azabicyclo[3.1.1]heptane-6-carboxylate